4-fluorophenyl-boric acid FC1=CC=C(C=C1)OB(O)O